1-((2S,5S)-9-chloro-2,3-dihydro-2,5-methanopyrido[3,4-f][1,4]oxazepin-4(5H)-yl)-2,2-dimethylbutan-1-one ClC1=CN=CC=2[C@H]3N(C[C@@H](OC21)C3)C(C(CC)(C)C)=O